1,3-dimethyloloctyl-urea C(O)C(CC(CCCCC)CO)NC(=O)N